Benzyl (2R,5S)-2-(3-bromophenyl)-5-methyl-piperidine-1-carboxylate BrC=1C=C(C=CC1)[C@@H]1N(C[C@H](CC1)C)C(=O)OCC1=CC=CC=C1